(2S)-propane-1,2-diamine dihydrochloride Cl.Cl.C([C@H](C)N)N